C(=CCCCCCC)[Si](OCC)(OCC)OCC 1-octenyl-triethoxysilane